CC1(COB(OC1)C=1C=C(C2=C(N(C(N2C2CC(C2)(C)O)=O)COCC[Si](C)(C)C)C1)C(F)(F)F)C 6-(5,5-dimethyl-1,3,2-dioxaborinan-2-yl)-3-((cis)-3-hydroxy-3-methylcyclobutyl)-4-(trifluoromethyl)-1-((2-(trimethylsilyl)ethoxy)methyl)-1,3-dihydro-2H-benzo[d]imidazol-2-one